FC1(CN(C1)C1=CC(N(C=N1)C[C@@]1(CCN(CC12CCCC2)C(=O)N2[C@@H](CNCC2)C2=CC=CC=C2)O)=O)F 6-(3,3-Difluoro-azetidin-1-yl)-3-(((S)-10-hydroxy-7-((R)-2-phenylpiperazine-1-carbonyl)-7-aza-spiro[4.5]decan-10-yl)methyl)pyrimidin-4(3H)-one